C1=CC=CC=2C3=CC=CC=C3C(C12)COC(=O)NC(C(=O)O)CCN1C[C@@H](CC1)N(C)CC[C@H](C(=O)OCC=C)NC(=O)OCC=C 2-((((9H-fluoren-9-yl)methoxy)carbonyl)amino)-4-((R)-3-(((R)-4-(allyloxy)-3-(((allyl-oxy)carbonyl)amino)-4-oxobutyl)(methyl)amino)pyrrolidin-1-yl)butanoic acid